C(=O)(O)CN([C@@H](C)C(=O)O)CC(=O)O.[Na].[Na].[Na] trisodium N,N-di(carboxymethyl)alanine